NC1=C(C=NN1C(C)(C)C1CC1)C(=O)O 5-amino-1-(2-cyclopropylprop-2-yl)-1H-pyrazole-4-carboxylic acid